6-(4-chlorophenyl)-N-(2,4-dimethoxybenzyl)-2-(1-methyl-1H-pyrazol-4-yl)pyrimidine ClC1=CC=C(C=C1)C1=CC=NC(N1CC1=C(C=C(C=C1)OC)OC)C=1C=NN(C1)C